N'-((1,2,3,5,6,7-hexahydrodicyclopenta[b,e]pyridin-8-yl)carbamoyl)-5-(2-hydroxypropan-2-yl)-3-methylthiophene-2-sulfonimidamide C1CCC2=NC3=C(C(=C21)NC(=O)N=S(=O)(N)C=2SC(=CC2C)C(C)(C)O)CCC3